N-((4-cyano-2,6-diisopropylphenyl)carbamoyl)-4-hydroxy-4-methyl-4,5,6,7-tetrahydrobenzofuran-2-sulfonamide C(#N)C1=CC(=C(C(=C1)C(C)C)NC(=O)NS(=O)(=O)C=1OC2=C(C1)C(CCC2)(C)O)C(C)C